FC1([C@H]2CC(C[C@@H]12)COC1=C(C=C(C=N1)S(=O)(=O)NC)C=1N=CN(C1)C)F 6-(((1R,3s,5S)-6,6-difluorobicyclo[3.1.0]hexane-3-yl)methoxy)-N-methyl-5-(1-methyl-1H-imidazol-4-yl)pyridine-3-sulfonamide